Cl.CC1CC2=CC(=CC=C2C1)C 2,6-dimethylindane monohydrochloride